OC1=C(C(=CC2=C1C(C=C(O2)C2=CC=CC=C2)=O)OCOC)O 5,6-dihydroxy-7-(methoxymethoxy)-2-phenyl-4H-1-benzopyran-4-one